CN1CCN(CC1)CCN(C)C N-Methyl-N'-(2-dimethylaminoethyl)piperazine